6-(4-fluorophenyl)-8-nitro-3-(1H-tetrazol-5-yl)-2H-chromen-2-one FC1=CC=C(C=C1)C=1C=C2C=C(C(OC2=C(C1)[N+](=O)[O-])=O)C1=NN=NN1